CC=1SC=C(N1)C(C)O 1-(2-methylthiazol-4-yl)ethanol